CC1(C2=CC=CC=C2C=2C=C(C=CC12)NC1=CC=C(C=C1)C=1C=CC=2N(C3=CC=CC=C3C2C1)C1=CC=CC=C1)C 9,9-dimethyl-N-[4-(9-phenylcarbazol-3-yl)phenyl]fluoren-3-amin